BrC1=CC=C(C=N1)OCCNC(C1=CC=C(C=C1)Cl)=O N-(2-((6-bromopyridin-3-yl)oxy)ethyl)-4-chlorobenzamide